OC=1C(=NC(=C(C(=O)O)C1C1=NN=NN1)CCC1=CC=C(C=C1)OC)C 5-hydroxy-2-(4-methoxyphenylethyl)-6-methyl-4-(1H-tetrazol-5-yl)nicotinic acid